N4-methyl-N6-(8-((4-morpholinopiperidin-1-yl)sulfonyl)-2,3-dihydrobenzo[b][1,4]dioxin-5-yl)-3-(trifluoromethyl)-1H-pyrrolo[2,3-b]pyridine-4,6-diamine CNC=1C2=C(N=C(C1)NC1=CC=C(C=3OCCOC31)S(=O)(=O)N3CCC(CC3)N3CCOCC3)NC=C2C(F)(F)F